2-(adamantan-1-yl)ethyl (2-((S)-1-(2,3-difluorobenzyl)-5-oxopyrrolidin-2-yl)acetyl)-L-valinate FC1=C(CN2[C@@H](CCC2=O)CC(=O)N[C@@H](C(C)C)C(=O)OCCC23CC4CC(CC(C2)C4)C3)C=CC=C1F